tert-butyl-(2-hydroxy-5-methylbenzamide) piperidine-1-carboxylate N1(CCCCC1)C(=O)O.C(C)(C)(C)C=1C(=C(C(=O)N)C=C(C1)C)O